OC1=CC=C(C(=O)OCC)C=C1 ethyl 4-hydroxybenzoate